NC1=C(N=CC(=N1)N1CCC2(CC1)CC1=CC=CC=C1[C@@H]2N)C2=C(C(=CC=C2)Cl)Cl (3R)-1'-[6-amino-5-(2,3-dichlorophenyl)pyrazin-2-yl]-1,3-dihydrospiro[indene-2,4'-piperidin]-3-amine